[C@H]12CN(C[C@H](CC1)N2)C2=NC(=NC1=C(C(=C(C=C21)Cl)C2=C1C(=NNC1=CC=C2C)C)F)OC[C@]21CCCN1C[C@@H](C2)F 4-((1R,5S)-3,8-Diazabicyclo[3.2.1]octan-3-yl)-6-chloro-7-(3,5-dimethyl-1H-indazol-4-yl)-8-fluoro-2-(((2R,7aS)-2-fluorotetrahydro-1H-pyrrolizin-7a(5H)-yl)methoxy)quinazoline